(Z)-3-amino-5-(3,5-difluoro-4-hydroxybenzylidene)-2-thioxothiazolidin-4-one NN1C(S\C(\C1=O)=C/C1=CC(=C(C(=C1)F)O)F)=S